6-fluoro-4-methoxy-2-(1-pyrazolyl)-5-(trifluoromethyl)pyrimidine FC1=C(C(=NC(=N1)N1N=CC=C1)OC)C(F)(F)F